C1(=CC=CC=C1)N1C2=CC=CC=C2C=2C=C(C=CC12)C=1C=CC=2N(C3=CC=CC=C3C2C1)C1=CC=C(C=C1)C1=NC(=NC(=N1)C1=CC=CC=C1)C1=CC=CC=C1 2-{4-[3-(N-phenyl-9H-carbazole-3-yl)-9H-carbazole-9-yl]phenyl}-4,6-diphenyl-1,3,5-Triazine